ClCC(=O)N(C1=CC(=CC(=C1)C)C)CC1=CC(=CC=C1)Cl 2-chloro-N-[(3-chlorophenyl)methyl]-N-(3,5-dimethylphenyl)acetamide